2,5-dimethyl-4-pyridinamine CC1=NC=C(C(=C1)N)C